C(C)OC(=O)C=1C(=NC(=NC1C)C(F)(F)F)OC1=C(C=C(C=C1)C#N)OC 4-(4-cyano-2-methoxy-phenoxy)-6-methyl-2-(trifluoromethyl)pyrimidine-5-carboxylic acid ethyl ester